(S)-1-(4-chloro-2-fluorophenyl)-3-methyl-4-(4-(trifluoromethyl)benzyl)piperazine-2,5-dione ClC1=CC(=C(C=C1)N1C([C@@H](N(C(C1)=O)CC1=CC=C(C=C1)C(F)(F)F)C)=O)F